[Hf].C(CCOC1=C(C=C(C=C1C)Cl)C=1C(=C(C=C(C1)C(C)(CC(C)(C)C)C)N1C2=CC=C(C=C2C=2C=C(C=CC12)C(C)(C)CC(C)(C)C)C(C)(C)CC(C)(C)C)O)OC1(C(=CC(=CC1N1C2=CC=C(C=C2C=2C=C(C=CC12)C(C)(C)CC(C)(C)C)C(C)(C)CC(C)(C)C)C(C)(CC(C)(C)C)C)C1=CC(=CC(=C1)Cl)C)O 2',2''-(propane-1,3-diylbis(oxy))bis(5'-chloro-3-(3,6-di-tert-octyl-9H-carbazol-9-yl)-3'-methyl-5-(2,4,4-trimethylpentan-2-yl)biphenyl-2-ol) hafnium